4-fluorobenzo[d]oxazol-2(3H)-one FC1=CC=CC2=C1NC(O2)=O